ClC=1C(=C(C=CC1F)N(C(=O)[C@H]1N(C(N(C1)CC1(CN(CC1)C)O)=O)C1=NC(=CC(=C1)C(F)(F)F)C)C)F (4S)-N-(3-chloro-2,4-difluorophenyl)-1-((3-hydroxy-1-methylpyrrolidin-3-yl)methyl)-N-methyl-3-(6-methyl-4-(trifluoromethyl)pyridin-2-yl)-2-oxoimidazolidine-4-carboxamide